C(N)(O)=O.C(C(=C)C)(=O)OCC ethyl methacrylate carbamate